C1(CC1)C1=CC(=NC(=C1)N(C(C)C)CC)C(=O)NC1=CC(=C(C(=O)O)C=C1)C 4-(4-Cyclopropyl-6-(ethyl(isopropyl)amino)picolinamido)-2-methylbenzoic acid